1-Methyl-4-[(trimethylsilyl)ethynyl]-1H-pyrazole CN1N=CC(=C1)C#C[Si](C)(C)C